Cl.BrC1=CC=C(OCCN)C=C1 2-(4-bromophenoxy)ethanamine, hydrochloride